ClCC1=C(C=C(C=C1)F)C1OCCC1.[Na] Sodium 2-(2-(chloromethyl)-5-fluorophenyl)tetrahydrofuran